N2-(cyclohexylmethyl)-4-oxo-chromene-2,6-dicarboxamide C1(CCCCC1)CNC(=O)C=1OC2=CC=C(C=C2C(C1)=O)C(=O)N